C(C1=CC=CC=C1)NCC(CCCN)C N-benzyl-2-methyl-1,5-pentylenediamine